ClC1=CC=CC=2N1N=C(C2)[C@@H]2N(CCC1=C2N=CN1)C(=O)C1=C(N=C(O1)[C@H](C)O)C ((R)-4-(7-chloropyrazolo[1,5-a]pyridin-2-yl)-6,7-dihydro-1H-imidazo[4,5-c]pyridin-5(4H)-yl)(2-((S)-1-hydroxyethyl)-4-methyloxazol-5-yl)methanone